[Ru+2].C1(=CC=CC=C1)P(CCNCC1=NC=CC=C1)C1=CC=CC=C1 [2-(diphenylphosphino)-N-(2-pyridylmethyl)ethylamine] ruthenium (II)